C(C1=CC=CC=C1)OC1=CC(=NC(=C1)C)Cl 4-benzyloxy-2-chloro-6-methyl-pyridine